C(OC1=CC=C(C=C1)C(C)(C1=CC=CC=C1)C)(OC1=CC=C(C=C1)C(C)(C1=CC=CC=C1)C)=O di[4-(1-methyl-1-phenylethyl) phenyl] carbonate